O=C1NC(CCC1N1C(C2=CC=C(C=C2C1=O)N1CC2CCC(C1)N2CC2=C(CC(CC2)(C)C)C2=CC=C(C=C2)F)=O)=O 2-(2,6-dioxopiperidin-3-yl)-5-(8-((4'-fluoro-5,5-dimethyl-3,4,5,6-tetrahydro-[1,1'-biphenyl]-2-yl)methyl)-3,8-diazabicyclo[3.2.1]octane-3-yl)isoindoline-1,3-dione